6-((Cyclopropylmethyl)amino)-4-hydroxypyrazolo[1,5-a]pyridine-3-carbonitrile C1(CC1)CNC=1C=C(C=2N(C1)N=CC2C#N)O